C(#C)OP1(=NP(=NP(=N1)(F)F)(F)F)F acetyleneoxy(pentafluoro)cyclotriphosphazene